OCCOCCN1C(=O)C2(C3(C=CC(C2C1=O)C3)C)CC=C N-{2-(2-hydroxyethoxy)ethyl}-allyl-(methyl)bicyclo[2.2.1]hept-5-ene-2,3-dicarboximide